COC=1C=2N(C=CC1)N=C(C2)[C@H]2N(CCC1=C2N=CN1)C(=O)C=1C=NN2C1C=CC(=C2)C (S)-(4-(4-methoxypyrazolo[1,5-a]pyridin-2-yl)-6,7-dihydro-1H-imidazo[4,5-c]pyridin-5(4H)-yl)(6-methylpyrazolo[1,5-a]pyridin-3-yl)methanone